N-2-methylbutyl-4-(1,7-diaza-7-spiro[4.4]nonyl)-5-(3,5-difluorophenyl)-2-methylnicotinamide CC(CNC(C1=C(N=CC(=C1N1CC2(CCCN2)CC1)C1=CC(=CC(=C1)F)F)C)=O)CC